FC(C(C(C(C(C(C(C(C(C(F)(F)F)(F)F)(F)F)(F)F)(F)F)(F)F)(F)F)(F)F)(F)F)(S(=O)(=O)O)F perfluorodecane-sulfonic acid